azo-biotin N(=NC(C(O)=O)CCC[C@@H]1SC[C@@H]2NC(=O)N[C@H]12)C(C(O)=O)CCC[C@@H]1SC[C@@H]2NC(=O)N[C@H]12